methyl 5-(3-(((tert-butoxycarbonyl)(isopropyl)amino)methyl)azetidin-1-yl)pyrazine-2-carboxylate C(C)(C)(C)OC(=O)N(C(C)C)CC1CN(C1)C=1N=CC(=NC1)C(=O)OC